CC1=C(C=CC=C1)C(C#N)CCCCC (2-methylphenyl)heptanenitrile